3-(methylsulfonyl)chlorobenzene CS(=O)(=O)C=1C=C(C=CC1)Cl